C(C)SC=1C(=NC=C(C1)C1=CC=C(C=C1)F)C1=NC=2N(C=C1)N=C(C2)C(F)(F)F 5-(3-(ethylthio)-5-(4-fluorophenyl)pyridin-2-yl)-2-(trifluoromethyl)pyrazolo[1,5-a]pyrimidine